diethyl (4-(2-(4-((2-cyclopropyl-5-ethoxy-4'-fluoro-[1,1'-biphenyl]-4-yl)methyl)piperazin-1-yl)-2-oxoethyl)phenyl)phosphonate C1(CC1)C1=C(C=C(C(=C1)CN1CCN(CC1)C(CC1=CC=C(C=C1)P(OCC)(OCC)=O)=O)OCC)C1=CC=C(C=C1)F